C(C)(C)(C)OC(=O)N1CCN(CC1)C1=C2CC(C(C2=CC=C1)=O)(F)F 4-(2,2-difluoro-1-oxo-2,3-dihydro-1H-inden-4-yl)piperazine-1-carboxylic acid tert-butyl ester